2-(o-bromophenyl)-1,2-dihydro-2,3,1-benzodiazaborinin-1-ol BrC1=C(C=CC=C1)N1B(C2=C(C=N1)C=CC=C2)O